2,4,6-tri(2-thienyl)-1,3,5-Triazine S1C(=CC=C1)C1=NC(=NC(=N1)C=1SC=CC1)C=1SC=CC1